2-(1-methyl-1H-indazole-4-carboxamido)-4-(3-(2-(5,6,7,8-tetrahydro-1,8-naphthyridin-2-yl)ethyl)pyrrolidin-1-yl)butanoic acid CN1N=CC=2C(=CC=CC12)C(=O)NC(C(=O)O)CCN1CC(CC1)CCC1=NC=2NCCCC2C=C1